FC1=C(CC=2C=3N(C=C(N2)C2=NC(=NN2)C(F)(F)F)C(=CN3)I)C=CC=C1 8-(2-fluorobenzyl)-3-iodo-6-(3-(trifluoromethyl)-1H-1,2,4-triazol-5-yl)imidazo[1,2-a]Pyrazine